OC1=C2C=CC(OC2=CC(=C1C(=O)N[C@@H]1CN(CCC1)C(=O)OC(C)(C)C)CCCCC)(CCC=C(C)C)C tert-butyl (3S)-3-(5-hydroxy-2-methyl-2-(4-methylpent-3-en-1-yl)-7-pentyl-2H-chromen-6-carboxamido)piperidin-1-carboxylate